C[C@@H]1CN(C[C@@H](O1)C)C=1C=CC(=NC1)N 5-[(2R,6S)-2,6-dimethylmorpholin-4-yl]pyridin-2-amine